tert-butyl (R)-3-((S)-3-(5-allylpyridin-3-yl)-1-(tert-butoxy)-1-oxopropan-2-yl)pyrrolidine-1-carboxylate C(C=C)C=1C=C(C=NC1)C[C@H](C(=O)OC(C)(C)C)[C@@H]1CN(CC1)C(=O)OC(C)(C)C